C(C1=CC=CC=C1)NC(=O)[C@@]12N(C[C@@H]3[C@H]([C@@H]1N(C[C@@H]2C3)CC3=CC=CC2=CC=CC=C32)CC3=CC=CC=C3)CC3=CC=CC=C3 (3S,3aS,6S,7R,7aS)-N,4,7-tribenzyl-1-(naphthalen-1-ylmethyl)octahydro-3aH-3,6-methanopyrrolo[3,2-b]pyridine-3a-carboxamide